2-(2-((S)-3-((S)-5,5-dimethyltetrahydro-furan-2-yl)-1-(1-(6-methylpyridin-3-yl)cyclopropyl)pyrrolidin-3-yl)ethyl)-5-fluoropyridine CC1(CC[C@H](O1)[C@@]1(CN(CC1)C1(CC1)C=1C=NC(=CC1)C)CCC1=NC=C(C=C1)F)C